2-((1-(methyl-d3)-3-(((R)-tetrahydrofuran-3-yl)oxy)-1H-pyrazol-4-yl)amino)-7-((3R,4R)-4-methyltetrahydrofuran-3-yl)-7H-pyrrolo[2,3-d]pyrimidine-6-carbonitrile C(N1N=C(C(=C1)NC=1N=CC2=C(N1)N(C(=C2)C#N)[C@H]2COC[C@@H]2C)O[C@H]2COCC2)([2H])([2H])[2H]